ethoxycarbonyl methanedisulfonate C(S(=O)(=O)OC(=O)OCC)S(=O)(=O)[O-]